1,2-di-((2-methyl-phenyl)-amino)ethane CC1=C(C=CC=C1)NCCNC1=C(C=CC=C1)C